4-amino-1-((2R,3S,4R,5S)-3-fluoro-4-hydroxy-5-(hydroxymethyl)-5-(trifluoromethoxy)tetrahydrofuran-2-yl)pyrimidin-2(1H)-one NC1=NC(N(C=C1)[C@@H]1O[C@]([C@H]([C@@H]1F)O)(OC(F)(F)F)CO)=O